(5S)-5-cyclopropyl-5-(3-(5,6-dichloro-1-ethylisoindolin-2-yl)-3-oxopropyl)imidazolidine-2,4-dione C1(CC1)[C@]1(C(NC(N1)=O)=O)CCC(=O)N1C(C2=CC(=C(C=C2C1)Cl)Cl)CC